Ethyl {[1-phenyl-5-(3,4,5-trimethoxyphenyl)-1H-pyrazol-3-yl]oxy}acetate C1(=CC=CC=C1)N1N=C(C=C1C1=CC(=C(C(=C1)OC)OC)OC)OCC(=O)OCC